C(C)N([C@H]1[C@@H](CCC1)OC=1C=C2CN(C(C2=CC1)=O)C1C(NC(CC1)=O)=O)C(C)C 3-(5-(((1R,2R)-2-(ethyl(isopropyl)amino)cyclopentyl)oxy)-1-oxoisoindolin-2-yl)piperidine-2,6-dione